C(#N)C1(CC=CC=C1)C=1C(=CC=CC1)C1=CC=C(C=C1)CCCCC 1-cyano-4''-n-pentylterphenyl